(2,4-Dimethyl-6-morpholin-4-yl-pyridin-3-yl)-carbamic acid 2-chloro-benzyl ester ClC1=C(COC(NC=2C(=NC(=CC2C)N2CCOCC2)C)=O)C=CC=C1